(S)-2-fluoro-4-(3-(methoxymethyl)pyrrolidin-1-yl)aniline FC1=C(N)C=CC(=C1)N1C[C@H](CC1)COC